(R)-6-chloro-3-(methylsulfinyl)-2-pyridinecarboxamide ClC1=CC=C(C(=N1)C(=O)N)[S@](=O)C